N-(1-acetyl-3-vinyl-azetidin-3-yl)-1-amino-3-benzyloxy-4-carbonyl-pyridine-2-carboxamide C(C)(=O)N1CC(C1)(C=C)NC(=O)C=1N(C=CC(C1OCC1=CC=CC=C1)=C=O)N